C(#N)C1=CC=C(NC2=C(C=3C(C4=CC=CC=C4C(C3C(=C2F)F)=O)=O)F)C=C1 2-(p-cyanoanilino)-1,3,4-trifluoroanthraquinone